5-Fluoro-2,3-dihydro-1H-inden-1-amine hydrochloride Cl.FC=1C=C2CCC(C2=CC1)N